3,5,5-trimethyl-3-aminomethylcyclohexylamine CC1(CC(CC(C1)(C)C)N)CN